NCC(F)(F)C=1C=CC(=NC1)C1=C(C=C(C#N)C=C1)OC1=CC(=NC(=C1)N1CCOCC1)C 4-[5-(2-amino-1,1-difluoroethyl)pyridin-2-yl]-3-(2-methyl-6-morpholin-4-ylpyridin-4-yl)oxybenzonitrile